C(C)[C@@H](/C=C/C(C)=O)CCCC(CCC=C(C)C)=C |r| (±)-(E)-5-ethyl-13-methyl-9-methylenetetradec-3,12-dien-2-one